3-amino-3-(6-oxo-1,6-dihydropyridin-3-yl)propionic acid NC(CC(=O)O)C1=CNC(C=C1)=O